(3-(difluoromethoxy)-5-(5-(1-methyl-1H-pyrazol-4-yl)pyrazolo[1,5-a]pyridin-3-yl)phenyl)cyclopropanesulfonamide FC(OC=1C=C(C=C(C1)C=1C=NN2C1C=C(C=C2)C=2C=NN(C2)C)C2(CC2)S(=O)(=O)N)F